NC(C(=O)[O-])CC(C)C amino-4-methylpentanoate